6-((R)-3-(2,3-difluorophenyl)isoxazolidin-2-yl)-N-(4-(4-((S)-2,4-dimethylpiperazin-1-yl)piperidin-1-yl)-2-methoxyphenyl)pyrimidin-4-amine FC1=C(C=CC=C1F)[C@@H]1N(OCC1)C1=CC(=NC=N1)NC1=C(C=C(C=C1)N1CCC(CC1)N1[C@H](CN(CC1)C)C)OC